NC[C@@H](O)C=1C=CC(=NC1)C1=C(C=C(C#N)C=C1)OC=1N(N=C(C1)C(C)(C)C)C 4-[5-[(1S)-2-amino-1-hydroxyethyl]pyridin-2-yl]-3-(5-tert-butyl-2-methylpyrazol-3-yl)oxybenzonitrile